methyl (1r,3r)-3-((3-(3-cyclopropyl-1,2,4-oxadiazol-5-yl)-4,5-dimethylthiophen-2-yl)carbamoyl)cyclobutane-1-carboxylate C1(CC1)C1=NOC(=N1)C1=C(SC(=C1C)C)NC(=O)C1CC(C1)C(=O)OC